methyl 1-[1-(3-bromophenyl)-3-(trifluoromethyl)-4,5,6,7-tetrahydroindazole-7-carbonyl]piperidine-4-carboxylate BrC=1C=C(C=CC1)N1N=C(C=2CCCC(C12)C(=O)N1CCC(CC1)C(=O)OC)C(F)(F)F